2,4-dichloro-7-(trifluoromethyl)pyrido[2,3-d]pyrimidine ClC=1N=C(C2=C(N1)N=C(C=C2)C(F)(F)F)Cl